N1(CCNCCC1)CC1=CC=C(C=C1)N1C(=NC=2C1=NC(=CC2)C2=CC=CC=C2)C=2C(=NC=CC2)N 3-(3-(4-((1,4-Diazepan-1-yl)methyl)phenyl)-5-phenyl-3H-imidazo[4,5-b]pyridin-2-yl)pyridin-2-amine